FC(CN1N=CC2=C1N=C(N(C2=O)CC(C)C)N2CCC1(CCN(C1)C1=NC(=NC(=C1)C(F)(F)F)C)CC2)F 1-(2,2-difluoroethyl)-5-isobutyl-6-(2-(2-methyl-6-(trifluoromethyl)pyrimidin-4-yl)-2,8-diazaspiro[4.5]decan-8-yl)-1,5-dihydro-4H-pyrazolo[3,4-d]pyrimidin-4-one